2-[4-[[(3S)-1-isopropyl-3-piperidyl]amino]phthalazin-1-yl]-5-methylsulfonyl-phenol C(C)(C)N1C[C@H](CCC1)NC1=NN=C(C2=CC=CC=C12)C1=C(C=C(C=C1)S(=O)(=O)C)O